(S)-2-(1,1-difluoroethyl)-5-(4-(4-isopropylpyrazolo[1,5-a]pyridin-2-yl)-1,4,6,7-tetrahydro-5H-imidazo[4,5-c]pyridin-5-yl)-1,3,4-oxadiazole FC(C)(F)C=1OC(=NN1)N1[C@@H](C2=C(CC1)NC=N2)C2=NN1C(C(=CC=C1)C(C)C)=C2